C(C)(=O)O[C@H]1[C@@H](CN(C[C@@H]1C1CC1)C1=C2C(=NC=C1[N+](=O)[O-])C(CC2)OC(C)=O)NC(=O)OC(C)(C)C acetic acid 4-{(3R,4R,5S)-4-(acetyloxy)-3-[(tert-butoxycarbonyl) amino]-5-cyclopropylpiperidin-1-yl}-3-nitro-6,7-dihydro-5H-cyclopenta[b]pyridin-7-yl ester